CC1=CC=C(C=C1)C1=CN=CO1 5-(4-methylphenyl)-1,3-oxazole